11-phenyl-6,7,8,9,10-pentahydro-cyclohepta[b]quinoline C1(=CC=CC=C1)C1=C2C(=NC3=CC=CC=C13)CCCCC2